CCOC(=O)C1(N(CCC1)C(=O)OC(C)(C)C)COCC1=CC=CC=C1 2-((benzyloxy)methyl)pyrrolidine-1,2-dicarboxylic acid 1-(tert-butyl) 2-ethyl ester